2,4-dibromo-beta-bromostyrene BrC1=C(C=CBr)C=CC(=C1)Br